4-[(4-methoxyphenyl)methyl]-4-azaspiro[2.5]octan-6-ylpropan-2-ol COC1=CC=C(C=C1)CN1C2(CC2)CCC(C1)CC(C)O